Pyridinium [(3S,8S,9S,10R,13R,14S,17R)-17-[(1R)-5-hydroxy-1,5-dimethyl-hexyl]-10,13-dimethyl-2,3,4,7,8,9,11,12,14,15,16,17-dodecahydro-1H-cyclopenta[a]phenanthren-3-yl]sulfate OC(CCC[C@@H](C)[C@H]1CC[C@H]2[C@@H]3CC=C4C[C@H](CC[C@@]4([C@H]3CC[C@]12C)C)OS(=O)(=O)[O-])(C)C.[NH+]1=CC=CC=C1